FC(C(=O)O)(F)F.O(C1=CC=CC=C1)C1=CC=C(C=C1)C1=NN2C(NCCC23CCNCC3)=C1C(=O)N 2'-(4-Phenoxyphenyl)-5',6'-dihydro-4'H-spiro[piperidine-4,7'-pyrazolo[1,5-a]pyrimidine]-3'-carboxamide trifluoroacetate